C1=NC=C(C2=CC=CC=C12)N1C(N(C[C@@H]1C(=O)N)C=1C=NC(=CC1)C(F)(F)F)=O (R)-3-(isoquinolin-4-yl)-2-oxo-1-(6-(trifluoromethyl)pyridin-3-yl)imidazolidine-4-carboxamide